2-[(methylsulfonyloxy)methyl]-3-[1-(triphenylmethyl)-1H-imidazol-4-yl]cyclopropane-1-carboxylic acid methyl ester COC(=O)C1C(C1C=1N=CN(C1)C(C1=CC=CC=C1)(C1=CC=CC=C1)C1=CC=CC=C1)COS(=O)(=O)C